C(C)(C)N1C(N(C=2N=NC=3C=CC(=CC3C21)C=2C=NC(=CC2)COCCN2CCCCC2)C)=O 1-isopropyl-3-methyl-8-(6-((2-(piperidin-1-yl)ethoxy)methyl)pyridin-3-yl)-1H-imidazo[4,5-c]cinnolin-2(3H)-one